ClC=1C=NC(=C(C(=O)NC2CCC(CC2)CN2C(N(C3=C2C=NC=C3)C3=C(C=CC(=C3)F)Cl)=O)C1)C(F)F 5-chloro-N-((1r,4r)-4-((1-(2-chloro-5-fluorophenyl)-2-oxo-1H-imidazo[4,5-c]pyridin-3(2H)-yl)methyl)cyclohexyl)-2-(difluoromethyl)nicotinamide